dodecanoic acid potassium salt [K+].C(CCCCCCCCCCC)(=O)[O-]